N-methyl-1-(4-(3-tolyl)-4,7-dihydro-5H-thieno[2,3-c]pyran-7-yl)methylamine CNCC1OCC(C2=C1SC=C2)C=2C=C(C=CC2)C